Tert-butyl 4-[1-(7-chloro-1,6-naphthyridin-2-yl)-3-isopropoxy-3-oxoprop-1-en-1-yl]piperidine-1-carboxylate ClC1=NC=C2C=CC(=NC2=C1)C(=CC(=O)OC(C)C)C1CCN(CC1)C(=O)OC(C)(C)C